FC=1C=CC=C2C(=C([N+](=C(C12)C)[O-])C(=C)C)C1=CC=CC=C1 8-fluoro-1-methyl-4-phenyl-3-(prop-1-en-2-yl)isoquinoline 2-oxide